C(#N)C1=CC=C(C=C1)N=C=O 4-cyanophenyl isocyanate